ClCCCC=1N(N=C2C=CC=C(C12)C=1C=C(O[C@H]2C[C@H](N(C2)C(=O)OC(C)(C)C)C(=O)OC)C=CC1)C O1-tert-butyl O2-methyl (2S,4S)-4-[3-[3-(3-chloropropyl)-2-methyl-indazol-4-yl]phenoxy]pyrrolidine-1,2-dicarboxylate